2-[(4-chloro-5-fluoro-pyrrolo[2,3-b]pyridin-1-yl)methoxy]ethyl-trimethyl-silane ClC1=C2C(=NC=C1F)N(C=C2)COCC[Si](C)(C)C